4-bromo-3-(vinyloxy)benzoic acid BrC1=C(C=C(C(=O)O)C=C1)OC=C